Methyl 6-methoxy-9H-carbazole-3-carboxylate COC=1C=C2C=3C=C(C=CC3NC2=CC1)C(=O)OC